[Se]1C(=CC=C1)C(=O)O selenol-carboxylic acid